1-(((2,6-difluorobenzyl)(2-((2R,3R,4S,5S,6R)-3,4,5-tris((3,4-dimethoxybenzyl)oxy)-6-(4-methoxyphenoxy)tetrahydro-2H-pyran-2-yl)ethyl)phosphoryl)oxy)-2-methylpropyl propionate C(CC)(=O)OC(C(C)C)OP(=O)(CC[C@H]1O[C@@H]([C@H]([C@H]([C@@H]1OCC1=CC(=C(C=C1)OC)OC)OCC1=CC(=C(C=C1)OC)OC)OCC1=CC(=C(C=C1)OC)OC)OC1=CC=C(C=C1)OC)CC1=C(C=CC=C1F)F